1-(2,3-dioleoyloxypropyl)-N,N,N-trimethylammonium chloride methylamine salt CN.[Cl-].C(CCCCCCC\C=C/CCCCCCCC)(=O)OC(CC[NH+](C)C)COC(CCCCCCC\C=C/CCCCCCCC)=O